C(C)(C)(C)OC(=O)N1C(CCCC1)CC#CC=1C(=NC=2N(C1)C=C(N2)C2=C(C=CC=C2)O)N [3-[7-amino-2-(2-hydroxyphenyl)imidazo[1,2-a]pyrimidin-6-yl]prop-2-ynyl]piperidine-1-carboxylic acid tert-butyl ester